NC1=C(C=C(C(=C1)[S-])N)[S-] 2,5-diamino-benzene-1,4-dithiolate